CNCC1=CC(=C2CNC(C2=C1)=O)C(F)(F)F 6-((methylamino)methyl)-4-(trifluoromethyl)isoindolin-1-one